C(C1=CC=CC=C1)SC1=CC(=C(C=C1)NC([C@H](CC1=CC=CC=C1)NC(OC(C)(C)C)=O)=O)OC (S)-tert-butyl 1-(4-(benzylthio)-2-methoxyphenylamino)-1-oxo-3-phenylpropan-2-ylcarbamate